(S)-3-((3-hydroxypyridin-2-yl)oxy)pyrrolidine-1-carboxylic acid tert-butyl ester C(C)(C)(C)OC(=O)N1C[C@H](CC1)OC1=NC=CC=C1O